OC1=C(C=C(C=C1)N)CC1=C(C=CC(=C1)N)O Bis-(2-hydroxy-5-aminophenyl)methan